1-methylpiperazin-2-one CN1C(CNCC1)=O